3,4,6-trimethylbenzylamine CC=1C=C(CN)C(=CC1C)C